(R)-7-iodo-2-(3-(2-methylpyrrolidin-1-yl)-5-(N-methylaminosulfonyl)phenyl)-5H-pyrrolo[2,3-b]pyrazine-5-carboxylic acid tert-butyl ester C(C)(C)(C)OC(=O)N1C=C(C=2C1=NC=C(N2)C2=CC(=CC(=C2)S(=O)(=O)NC)N2[C@@H](CCC2)C)I